NC=1C(=NC=C(N1)N1CCC2(CC1)[C@@H](C1=CC=CC=C1C2)N)SC2=C(C(=NC=C2)N2C(CC2)=O)Cl (S)-1-(4-((3-amino-5-(1-amino-1,3-dihydrospiro[indene-2,4'-piperidine]-1'-yl)pyrazin-2-yl)thio)-3-chloropyridin-2-yl)azetidin-2-one